5-[7-[3-[2-(1-piperidinyl)ethoxy]pyrrolidin-1-yl]thiazolo[4,5-d]pyrimidin-2-yl]-1H-pyrimidine-2,4-dione N1(CCCCC1)CCOC1CN(CC1)C=1C2=C(N=CN1)N=C(S2)C=2C(NC(NC2)=O)=O